[(E)-(5-cyclohexyl-2-methyl-4-oxocyclohexa-2,5-dien-1-ylidene)amino] 2-chlorobenzenesulfonate ClC1=C(C=CC=C1)S(=O)(=O)O/N=C\1/C(=CC(C(=C1)C1CCCCC1)=O)C